(S)-5-(4-((2-(2-carbamoyl-pyrrolidin-1-yl)pyrrolo[2,1-f][1,2,4]triazin-4-yl)amino)-1H-imidazol-1-yl)-2,3-dimethoxybenzoic acid methyl ester COC(C1=C(C(=CC(=C1)N1C=NC(=C1)NC1=NC(=NN2C1=CC=C2)N2[C@@H](CCC2)C(N)=O)OC)OC)=O